tert-butyl 4-(5-(methoxycarbonyl)-4,6-dimethylpyridin-2-yl)-2,2-dimethylpiperazine-1-carboxylate COC(=O)C=1C(=CC(=NC1C)N1CC(N(CC1)C(=O)OC(C)(C)C)(C)C)C